FC(CC(C(=O)NC1=NC=CC(=C1)C1=C(C2=NC=CC=C2N1)C1=NC=CC=C1)C1=CC=C(C=C1)F)F 4,4-Difluoro-2-(4-fluorophenyl)-N-{4-[3-(pyridin-2-yl)-1H-pyrrolo[3,2-b]pyridin-2-yl]pyridin-2-yl}butanamid